Tert-butyl 2-[[4-[6-[(5-chloropyrazin-2-yl)methoxy]-2-pyridyl]-2,5-difluorophenyl]methyl]-3-(2-methoxyethyl)benzimidazole-5-carboxylate ClC=1N=CC(=NC1)COC1=CC=CC(=N1)C1=CC(=C(C=C1F)CC=1N(C2=C(N1)C=CC(=C2)C(=O)OC(C)(C)C)CCOC)F